N1N=C(C=C1)OCC(CCC(C(=O)NNC)(C)C=1C=C(C=CC1)CC(C(=O)OCC)C)(F)F Ethyl 3-(3-(6-((1H-pyrazol-3-yl)oxy)-5,5-difluoro-2-methyl-1-(2-methylhydrazineyl)-1-oxohexan-2-yl)phenyl)-2-methylpropanoate